CN(CC(=O)O)CC(=O)O METHYLIMINODIACETIC ACID